C(C)(C)(C)OC(=O)N1CC(CC1)C=1C=C2C(NCC2=C(C1)C(F)(F)F)=O 3-[3-oxo-7-(trifluoromethyl)isoindolin-5-yl]pyrrolidine-1-carboxylic acid tert-butyl ester